COC1=C(C(=C(C=C1C)NS(=O)(=O)C1=CC=C(C=C1)C)N1C2=CC=CC=C2C=2C=C(C=CC12)C1=CC=CC=C1)C N-(4-methoxy-3,5-dimethyl-2-(3-phenyl-9H-carbazol-9-yl)phenyl)-4-methylbenzenesulfonamide